1-(4-(4-fluorophenoxy)phenyl)ethan-1-one FC1=CC=C(OC2=CC=C(C=C2)C(C)=O)C=C1